COC=1C=C2C(=NC(=NC2=CC1OC)C)NC(C)C=1SC(=CC1)C1=CC(=CC=C1)C=1OC(=NN1)C 6,7-dimethoxy-2-methyl-N-[1-{5-[3-(5-methyl-1,3,4-oxadiazol-2-yl)phenyl]thiophen-2-yl}ethyl]quinazolin-4-amine